C(#N)CCC(=O)N1CCN(CC1)C1=C2C(=NC=C1)NC=C2 4-(4-(3-cyanopropanoyl)piperazin-1-yl)-1H-pyrrolo[2,3-b]pyridin